COC(CC1CCN(CC1)C1=CC=C(C=C1)[C@@H]1CN(CC1)C1=CC(=C(C#N)C=C1)C(F)(F)F)OC 4-[(3R)-3-[4-[4-(2,2-dimethoxyethyl)-1-piperidinyl]phenyl]pyrrolidin-1-yl]-2-(trifluoromethyl)benzonitrile